racemic-3-((3-(4-amino-8-bromopyrido[3,2-d]pyrimidin-6-yl)phenyl)ethynyl)-3-hydroxy-1-methylpyrrolidin-2-one NC=1C2=C(N=CN1)C(=CC(=N2)C=2C=C(C=CC2)C#C[C@]2(C(N(CC2)C)=O)O)Br |r|